4-(6-sulfamoylamino-2-azaspiro[3.3]heptan-2-yl)-7-methoxyquinazoline S(N)(=O)(=O)NC1CC2(CN(C2)C2=NC=NC3=CC(=CC=C23)OC)C1